P(=O)(OCCCCOC(C=C)=O)(O)O acryloxybutyl dihydrogen phosphate